N-(2-(5-(5-(2-cyclopentylethyl)-1,2,4-oxadiazol-3-yl)-1H-benzo[d]imidazol-1-yl)ethyl)-3-ethoxybenzamide C1(CCCC1)CCC1=NC(=NO1)C1=CC2=C(N(C=N2)CCNC(C2=CC(=CC=C2)OCC)=O)C=C1